CC1N(C2=CC=CC=C2C1)S(=O)(=O)C=1C=C(C(=O)NC=2C=CC=C3C=CC=NC23)C=CC1 3-((2-methylindolin-1-yl)sulfonyl)-N-(quinolin-8-yl)benzamide